NC=1C2=C(N=CN1)N(C(=C2C2=CC=C(C=C2)OC2=NC=CC=N2)C2CN(CC2)C(C=C)=O)C 1-(3-(4-amino-7-methyl-5-(4-(pyrimidin-2-yloxy)phenyl)-7H-pyrrolo[2,3-d]pyrimidin-6-yl)pyrrolidin-1-yl)prop-2-en-1-one